bromoacetaldehyde 2,3-dimethyl-2-cyclopentenyl isobutyl acetal C(C(C)C)OC(CBr)OC1C(=C(CC1)C)C